C(C)(C)(C)OC(=O)N1CCC(=CC1)C1=CC=CC=2OC(OC21)(C)C2=CC=C(C=1C=COC12)Cl 4-(2-(4-chlorobenzofuran-7-yl)-2-methylbenzo[d][1,3]dioxolan-4-yl)-3,6-dihydropyridine-1(2H)-carboxylic acid tert-butyl ester